5-Azaspiro[2.4]heptane hydrochloride Cl.C1CC12CNCC2